S1N=CC=CC=N1 [1,2,7]thiadiazepine